C(C1=CC=CC=C1)OC(C(C(F)(F)F)(O)COCCCO[Si](C1=CC=CC=C1)(C1=CC=CC=C1)C(C)(C)C)=O.OC(C)(C)C1=C(C=C2C=NNC2=C1)NC(=O)C1=NC(=CC=C1)C(F)(F)F N-[6-(2-hydroxypropan-2-yl)-1H-indazol-5-yl]-6-(trifluoromethyl)pyridine-2-carboxamide benzyl-2-[3-[tert-butyl(diphenyl)silyl]oxypropoxymethyl]-3,3,3-trifluoro-2-hydroxy-propanoate